O1C(=CC=C1)C(=O)O furylformic acid